CN1C[C@@H]2CNCC[C@@H]2C1=O |o1:3,8| (3aS*,7aS*)-2-methyloctahydro-1H-pyrrolo[3,4-c]pyridin-1-one